CC1=C(C=C(C=C1)C=1N=CN(C1)C)S(=O)(=O)N methyl-5-(1-methylimidazol-4-yl)benzenesulfonamide